(3,8-diazabicyclo[3.2.1]octan-3-yl)((S)-2-(2-hydroxyphenyl)-5,6,6a,7,9,10-hexahydro-8H-pyrazino[1',2':4,5]pyrazino[2,3-c]pyridazin-8-yl)methanone C12CN(CC(CC1)N2)C(=O)N2C[C@H]1N(C=3C(=NN=C(C3)C3=C(C=CC=C3)O)NC1)CC2